1-[5-chloro-4-[[1-(3-hydroxy-3-methyl-butyl)-3-methyl-2-oxo-benzimidazol-5-yl]amino]pyrimidin-2-yl]-N-[3-(2,6-dioxo-3-piperidyl)-1-methyl-indazol-6-yl]piperidine-4-carboxamide ClC=1C(=NC(=NC1)N1CCC(CC1)C(=O)NC1=CC=C2C(=NN(C2=C1)C)C1C(NC(CC1)=O)=O)NC1=CC2=C(N(C(N2C)=O)CCC(C)(C)O)C=C1